1-(3-acetyl-2,4,6-trihydroxyphenyl)-5-phenylpentan-1-one C(C)(=O)C=1C(=C(C(=CC1O)O)C(CCCCC1=CC=CC=C1)=O)O